6-chloro-4-{4-[(3-methoxyphenyl)methyl]piperazin-1-yl}-1-methyl-2-oxo-1,2-dihydro-1,5-naphthyridine-3-carbonitrile ClC=1N=C2C(=C(C(N(C2=CC1)C)=O)C#N)N1CCN(CC1)CC1=CC(=CC=C1)OC